C1(OC1)C1CC2C(CC1)O2 1,2-epoxy-4-(2-oxacyclopropyl)cyclohexane